FC1=NC=C(C=C1B(O)O)C1=CN=NN1C([2H])([2H])[2H] (2-Fluoro-5-(1-trideuteriomethyltriazol-5-yl)pyridin-3-yl)boronic acid